C(C)(C)(C)OC(=O)NC=1C=NC(=NC1)C=1N=NN(C1NC(O[C@H](C)C=1C(=NC=C(C1)F)Cl)=O)C (R)-1-(2-chloro-5-fluoropyridin-3-yl)ethyl (4-(5-((tert-butoxycarbonyl)amino)pyrimidin-2-yl)-1-methyl-1H-1,2,3-triazol-5-yl)carbamate